4-(3-(dimethylamino)propoxy)benzaldehyde CN(CCCOC1=CC=C(C=O)C=C1)C